FC=1C=C2C=C(NC2=C(C1)F)C(=O)N[C@H](C(=O)N[C@@H](C[C@H]1C(NCCC1)=O)C(CO)=O)CC(C)(C)F 5,7-difluoro-N-[(2S)-4-fluoro-1-({(2S)-4-hydroxy-3-oxo-1-[(3S)-2-oxopiperidin-3-yl]butan-2-yl}amino)-4-methyl-1-oxopentan-2-yl]-1H-indole-2-carboxamide